cis-decylpentenol phosphate P(=O)(O)(O)OC(=CCCC)CCCCCCCCCC